[Cu].[Cl-].C(CC)C=1NC=C[N+]1C propyl-3-methylimidazolium chloride copper salt